N-(6-amino-5-methylpyridin-3-yl)-2-(2-(3-hydroxy-4-methylphenyl)-5-methylpiperidin-1-yl)-2-oxoacetamide NC1=C(C=C(C=N1)NC(C(=O)N1C(CCC(C1)C)C1=CC(=C(C=C1)C)O)=O)C